(dimethylcarbamoyl)bicyclo[1.1.1]pentan CN(C(=O)C12CC(C1)C2)C